C(C)(C)(C)C1(CCC(CC1)N)C(=O)OCCCSC1=NC(=NC(=N1)Cl)SCCCCCCCCCCCCCCCC 3-((4-chloro-6-(hexadecylthio)-1,3,5-triazin-2-yl)thio)propan-1-ol trans-tert-butyl-4-aminocyclohexanecarboxylate